ClC=1C(=NN2C1N=CC1=C2[C@@](C[C@H]1C(=O)NC=1C=NC(=C(C1)Cl)N1N=CC=N1)(C=1C=NN(C1)C)C)F trans-3-chloro-N-(5-chloro-6-(2H-1,2,3-triazol-2-yl)pyridin-3-yl)-2-fluoro-8-methyl-8-(1-methyl-1H-pyrazol-4-yl)-7,8-dihydro-6H-cyclopenta[e]pyrazolo[1,5-a]pyrimidine-6-carboxamide